2-acetoxy-2-(m-tolyl)acetic acid C(C)(=O)OC(C(=O)O)C=1C=C(C=CC1)C